O1-tert-butyl O2-methyl (2S,4S)-4-[[6-[3-[3-[benzyloxycarbonyl(methyl)amino]-4-tert-butoxy-4-oxo-butyl]-2-methyl-benzimidazol-4-yl]-2-pyridyl]amino]pyrrolidine-1,2-dicarboxylate C(C1=CC=CC=C1)OC(=O)N(C(CCN1C(=NC2=C1C(=CC=C2)C2=CC=CC(=N2)N[C@H]2C[C@H](N(C2)C(=O)OC(C)(C)C)C(=O)OC)C)C(=O)OC(C)(C)C)C